ClC1=C(C(=CC=2N(C(=NC21)C)C)C)C2=CC=CN1C(=CC(=C21)CC#N)C(C2=CC(=C(C(=C2)F)F)F)=O 2-(8-(4-chloro-1,2,6-trimethyl-1H-benzo[d]imidazol-5-yl)-3-(3,4,5-trifluorobenzoyl)indolizin-1-yl)acetonitrile